5-{5-[1-(propan-2-yl)-1H-1,3-benzodiazol-6-yl]-1,3,4-oxadiazol-2-yl}-2-[(propan-2-yl)amino]benzonitrile CC(C)N1C=NC2=C1C=C(C=C2)C2=NN=C(O2)C=2C=CC(=C(C#N)C2)NC(C)C